C(CCCCCCCCCCCCCCCCC)OP(OCCCCCCCCCCCCCCCCCC)OCCCCCCCCCCCCCCCCCC Trioctadecylphosphit